2-Methyl-5-((1-methylazetidin-2-yl)methoxy)-N-(1-(7-(5-(pyrrolidin-1-ylmethyl)thiophen-2-yl)quinolin-5-yl)cyclopropyl)benzamide CC1=C(C(=O)NC2(CC2)C2=C3C=CC=NC3=CC(=C2)C=2SC(=CC2)CN2CCCC2)C=C(C=C1)OCC1N(CC1)C